BrC1=C(C=C(C(=C1)OC1=CC(=CC=C1)C(F)(F)F)C)F 1-bromo-2-fluoro-4-methyl-5-[3-(trifluoromethyl)phenoxy]benzene